FC(CN1C(C=2C=CC=C(C2CC1)S(=O)(=O)Cl)=O)F 2-(2,2-difluoroethyl)-1-oxo-3,4-dihydroisoquinoline-5-sulfonyl chloride